4-[(E)-3-Oxo-3-phenylprop-1-enyl]phthalic acid O=C(/C=C/C=1C=C(C(C(=O)O)=CC1)C(=O)O)C1=CC=CC=C1